CC1=C(C=CC=C1C)C1=C(C=C2C(=N1)C(=NN2)C=2C=NN(C2)C)NC 5-(2,3-dimethylphenyl)-N-methyl-3-(1-methyl-1H-pyrazol-4-yl)-1H-pyrazolo[4,3-b]pyridin-6-amine